2-methyl-N-(4-methyl-1,2,5-oxadiazol-3-yl)-3-(methylsulfinyl)-benzamide CC1=C(C(=O)NC2=NON=C2C)C=CC=C1S(=O)C